N-phenyl-1,4-benzoxazine C1(=CC=CC=C1)N1C=COC2=C1C=CC=C2